(S)-cyclopentyl 2-(2,6-dichlorobenzamido)-3-(2-(3-guanidinobenzamido)acetamido)propanoate ClC1=C(C(=O)N[C@H](C(=O)OC2CCCC2)CNC(CNC(C2=CC(=CC=C2)NC(=N)N)=O)=O)C(=CC=C1)Cl